5-(1-Hydroxyethyl)-2,7-dimethyl-3-phenylisoquinolin-1-one OC(C)C1=C2C=C(N(C(C2=CC(=C1)C)=O)C)C1=CC=CC=C1